BrC=1C=C(C[C@H]2C=3C(N(C=NC3CC[C@H]2NS(=O)(=O)C)C(C)C)=O)C=CC1 |o1:5,14| rel-N-((5S,6R)-5-(3-bromobenzyl)-3-isopropyl-4-oxo-3,4,5,6,7,8-hexahydroquinazolin-6-yl)methanesulfonamide